2-((2-chloro-6-isopropyl-5,6,7,8-tetrahydropyrido[4,3-d]pyrimidin-4-yl)oxy)-1-fluoro-5,6,8,9,10,11-hexahydro-7H-pyrido[3',4':4,5]pyrrolo[2,3-f]isoquinolin-7-one ClC=1N=C(C2=C(N1)CCN(C2)C(C)C)OC=2N=CC=1CCC3=C(C1C2F)NC2=C3C(NCC2)=O